C1(CCCCCCN1)=O enanthlactam